FC=1C=NC=CC1C1=NN2C(N=CC(=C2NC(C)C)C(=O)NCCNS(=O)(=O)C)=C1 2-(3-fluoropyridin-4-yl)-7-(isopropylamino)-N-(2-(methylsulfonamido)ethyl)pyrazolo[1,5-a]pyrimidine-6-carboxamide